[Yb].C(=C\C=C\CCC)/C=1SC=CC1 2-((1E,3E)-hept-1,3-dien-1-yl)thiophene Ytterbium